1-[2-(dimethylamino)ethyl]-N-[3-[[4-[[2-(6-methyl-2-pyridyl)pyrimidin-4-yl]amino]pyrimidin-2-yl]amino]phenyl]piperidine-4-carboxamide CN(CCN1CCC(CC1)C(=O)NC1=CC(=CC=C1)NC1=NC=CC(=N1)NC1=NC(=NC=C1)C1=NC(=CC=C1)C)C